C(C1=CC=CC=C1)OC(=O)N1CC(=CC1)C1=CC=C(C=C1)C(F)(F)F 3-(4-(trifluoromethyl)phenyl)-2,5-dihydro-1H-pyrrole-1-carboxylic acid benzyl ester